FC=1C=CC=C(C1)C1(NC=CC=C1O)C(=O)N 2-(5-fluorophenyl)-3-hydroxypyridineamide